C1(=CC=CC=C1)C(C)(C)OC(=O)N1CC2C3CC3C(C1)N2 2-phenylpropan-2-yl-7,9-diazatricyclo[3.3.1.02,4]nonane-7-carboxylate